CC1=CC=C(C=C1)S(=O)(=O)O.C(C)OC(=O)[C@@H]1NCC[C@H](C1)C (2R,4R)-4-methyl-2-piperidinecarboxylic acid ethyl ester p-toluenesulfonate